beta-formylaminopropionitrile sodium salt [Na].C(=O)NCCC#N